ClC=1C=C(C=CC1OC1=CC=NC2=CC(=C(C=C12)OC)OC)NC(CC1=CC(=C(C=C1)Cl)C(F)(F)F)=O N-(3-chloro-4-((6,7-dimethoxyquinolin-4-yl)oxy)phenyl)-2-(4-chloro-3-(trifluoromethyl)phenyl)acetamide